2-mercapto-4-aminopyrimidine-5-nitrile SC1=NC=C(C(=N1)N)C#N